methyl-((2S)-2-((2R,3S,4S,5S,6R)-3,4,5-trihydroxy-6-phenoxytetrahydro-2H-pyran-2-yl)cyclopropyl)phosphonic acid COP(O)(=O)C1[C@@H](C1)[C@H]1O[C@@H]([C@H]([C@H]([C@@H]1O)O)O)OC1=CC=CC=C1